(E)-N-(4-(1-(6-(4-(4-(4-((2-(2,6-dioxopiperidin-3-yl)-1-oxoisoindolin-4-yl)amino)butanoyl)piperazin-1-yl)piperidin-1-yl)nicotinoyl)piperidin-4-yl)butyl)-3-(pyridin-3-yl)acrylamide O=C1NC(CCC1N1C(C2=CC=CC(=C2C1)NCCCC(=O)N1CCN(CC1)C1CCN(CC1)C1=NC=C(C(=O)N2CCC(CC2)CCCCNC(\C=C\C=2C=NC=CC2)=O)C=C1)=O)=O